CC1=NC(=CC(=C1)CC(=O)C=1C=C(OCC=2C=C(C#N)C=CC2)C=CC1)C 3-((3-(2-(2,6-dimethylpyridin-4-yl)acetyl)phenoxy)methyl)benzonitrile